FC1=C2C(=NC=3N(C2=CC=C1)C(=NN3)C)N3CCCC1=C(C=C(C=C31)F)C#CC3(CC3)C(F)(F)F fluoro-5-(7-fluoro-5-((1-(trifluoromethyl)cyclopropyl)ethynyl)-3,4-dihydroquinolin-1(2H)-yl)-1-methyl-[1,2,4]triazolo[4,3-a]quinazoline